C(CCCCCCCC(=O)O)(=O)O.C(C)N ethylamine azelaate